4-(4-nitro-1H-pyrazol-1-yl)benzonitrile [N+](=O)([O-])C=1C=NN(C1)C1=CC=C(C#N)C=C1